arsanilic acid NC1C=CC([As](=O)(O)O)=CC=1